C(C)OC(CC(C1=CC=CC=C1)C1=C2CCN(CC2=CC=C1)CC1=CC=C(C=C1)[N+](=O)[O-])=O 3-(2-(4-nitrobenzyl)-1,2,3,4-tetrahydroisoquinolin-5-yl)3-phenylpropionic acid ethyl ester